COC=1C=CC2=C(C(=C(O2)C2=CC=CC=C2)C)C1 5-Methoxy-3-methyl-2-phenylbenzofuran